5-hydroxy-4,4-dimethylpentyl 2,6-dimethoxybenzoate COC1=C(C(=O)OCCCC(CO)(C)C)C(=CC=C1)OC